1-[2-(2-chlorophenyl)-3-(4-chlorophenyl)-5-[(2,2-dimethyl-1,3-dioxan-5-yl)methyl-amino]pyrazolo[1,5-a]pyrimidin-7-yl]-4-methyl-piperidine-4-carboxamide ClC1=C(C=CC=C1)C1=NN2C(N=C(C=C2N2CCC(CC2)(C(=O)N)C)NCC2COC(OC2)(C)C)=C1C1=CC=C(C=C1)Cl